2,4-Dihydroxy-4'-isobutylbenzophenone OC1=C(C(=O)C2=CC=C(C=C2)CC(C)C)C=CC(=C1)O